3-amino-6-(5-(3-amino-1,1,1-trifluoro-2-hydroxy-3-oxopropan-2-yl)-2-methylphenyl)-N-((1r,4r)-4-hydroxycyclohexyl)pyrazine-2-carboxamide trifluoroacetate FC(C(=O)O)(F)F.NC=1C(=NC(=CN1)C1=C(C=CC(=C1)C(C(F)(F)F)(C(=O)N)O)C)C(=O)NC1CCC(CC1)O